CC1=C(C=CC=C1C)/C(=C/C=1N=C(OC1)C)/C=1N=CNC1 4-[(Z)-2-(2,3-dimethylphenyl)-2-(1H-imidazol-4-yl)ethenyl]-2-methyl-1,3-oxazole